4-chloro-5-(4-chlorophenyl)-3-((5-((S)-1-hydroxyethyl)-1-(2-methylpyridin-3-yl)-1H-1,2,4-triazol-3-yl)methyl)-1-((S)-3,3,3-trifluoro-2-hydroxypropyl)-1,3-dihydro-2H-imidazol-2-one ClC=1N(C(N(C1C1=CC=C(C=C1)Cl)C[C@@H](C(F)(F)F)O)=O)CC1=NN(C(=N1)[C@H](C)O)C=1C(=NC=CC1)C